FC1=CC2=C(N=CN2)C=C1F 5,6-difluorobenzimidazole